N1=CN=C(C2=C1NC=C2)C=2C=CC(=NC2)N2CC1N(C(C2)C1)CC=1C=NC=CC1 3-(5-(7H-pyrrolo[2,3-d]pyrimidin-4-yl)pyridin-2-yl)-6-((pyridin-3-yl)methyl)-3,6-diazabicyclo[3.1.1]heptane